tert-butyl (R)-3-((S)-3-(3-(2-aminoethyl)benzofuran-5-yl)-1-(tert-butoxy)-1-oxopropane-2-yl)pyrrolidine-1-carboxylate NCCC1=COC2=C1C=C(C=C2)C[C@H](C(=O)OC(C)(C)C)[C@@H]2CN(CC2)C(=O)OC(C)(C)C